diisobutoxydi(ethoxyacetoacetyl)titanium (IV) C(C(C)C)O[Ti](C(CC(=O)COCC)=O)(C(CC(=O)COCC)=O)OCC(C)C